2-amino-N-[3-[[rac-(1R)-2-[3-(N'-hydroxycarbamimidoyl)phenyl]-1-(6-methoxy-1,3-benzothiazol-2-yl)ethyl]sulfamoyl]phenyl]acetamide hydrochloride Cl.NCC(=O)NC1=CC(=CC=C1)S(N[C@H](CC1=CC(=CC=C1)C(N)=NO)C=1SC2=C(N1)C=CC(=C2)OC)(=O)=O |r|